ClC1=C(N(C=2C=CC=C3C2C(=O)OC3=O)[N+](=O)[O-])C=CC=C1 chloronitroanilinephthalic acid anhydride